C(C)OC1=C(C=CC(=N1)[C@@H](CS(=O)(=O)C)N1C(N(C=2C1=NC=C(C2C)C2=CC=C(C=C2)F)CC)=O)OC (S)-3-(1-(6-ethoxy-5-methoxypyridin-2-yl)-2-(methylsulfonyl)ethyl)-1-ethyl-6-(4-fluorophenyl)-7-methyl-1H-imidazo[4,5-b]pyridin-2(3H)-one